C(C)C(C(=O)O)C(CC)=O.O=C(CC(=O)OCC)CC ethyl 3-oxopentanoate (ethyl propionylacetate)